tert-Butyl peroxycarbonate C(OC(C)(C)C)(=O)O[O-]